(3S)-1-((Methyl(3-((2-(methylamino)acetoxy)methyl)pyridin-2-yl)carbamoyl)oxy)ethyl 3-(4-(diisobutylamino)-3-(3-(p-tolyl)ureido)phenyl)pentanoate dihydrochloride Cl.Cl.C(C(C)C)N(C1=C(C=C(C=C1)[C@H](CC(=O)OC(C)OC(N(C1=NC=CC=C1COC(CNC)=O)C)=O)CC)NC(=O)NC1=CC=C(C=C1)C)CC(C)C